4-((tert-Butyloxycarbonyl)(5-chloro-3-isopropylpyrazolo[1,5-a]pyrimidin-7-yl)amino)piperidine-1-carboxylic acid (1-(tert-Butyloxycarbonyl)-3-fluoroazetidin-3-yl)methyl ester C(C)(C)(C)OC(=O)N1CC(C1)(F)COC(=O)N1CCC(CC1)N(C1=CC(=NC=2N1N=CC2C(C)C)Cl)C(=O)OC(C)(C)C